[N+](=O)([O-])C1=CC=C(OC(=O)OC2=CC=C(C=C2)C2CC3(OOC4(C5CC6CC(CC4C6)C5)O3)CCC2)C=C1 3-[p-(p-Nitrophenoxycarbonyloxy)phenyl]dispiro[cyclohexane-1,3'-[1,2,4]trioxolane-5',2''-tricyclo[3.3.1.13,7]decane]